4-bromo-1-tosyl-1H-pyrrolo[2,3-c]pyridin BrC1=C2C(=CN=C1)N(C=C2)S(=O)(=O)C2=CC=C(C)C=C2